3-amino-2-chloro-4-(difluoromethoxy)-N-(1-methyltetrazol-5-yl)benzamide tert-butyl-(2R,4S)-4-((2,3-dihydrobenzo[b][1,4]dioxin-6-yl-2,2,3,3-d4)oxy)-2-methylpiperidine-1-carboxylate C(C)(C)(C)OC(=O)N1[C@@H](C[C@H](CC1)OC1=CC2=C(OC(C(O2)([2H])[2H])([2H])[2H])C=C1)C.NC=1C(=C(C(=O)NC2=NN=NN2C)C=CC1OC(F)F)Cl